trimethyl 2,2',2''-((5-((2-((2-oxo-2-phenyl-1λ2-ethyl) amino) ethyl) carbamoyl) benzene-1,2,3-tri-yl) tri(oxy))-triacetate O=C([C]NCCNC(=O)C=1C=C(C(=C(C1)OCC(=O)OC)OCC(=O)OC)OCC(=O)OC)C1=CC=CC=C1